O=C1N(C(C2=CC=CC=C12)=O)CC(=O)N[C@@H](C)C(=O)O 1,3-dioxoisoindolin-2-ylacetylalanine